C[C@H]([C@H](C)N1CC(=O)NC(=O)C1)N2CC(=O)NC(=O)C2 The molecule is an N-alkylpiperazine that is butane which is substituted by a 3,5-dioxopiperazin-1-yl group at positions 2 and 3. The meso isomer. It has a role as an EC 5.99.1.3 [DNA topoisomerase (ATP-hydrolysing)] inhibitor, an apoptosis inducer and an antineoplastic agent.